(R)-4-amino-N-(cyclopropylmethyl)-N'-ethyl-7-fluoro-3-methyl-N'-(2-methylbenzo[d]thiazol-6-yl)-1,3-dihydrofuro[3,4-c]quinoline-8-carboxylic acid hydrazide NC1=NC=2C=C(C(=CC2C2=C1[C@H](OC2)C)C(=O)N(N(C2=CC1=C(N=C(S1)C)C=C2)CC)CC2CC2)F